5-Fluoro-7-(2-methyl-[1,2,4]triazolo[1,5-a]pyridin-6-yl)-3-(piperidin-4-yl)cinnoline dihydrochloride Cl.Cl.FC1=C2C=C(N=NC2=CC(=C1)C=1C=CC=2N(C1)N=C(N2)C)C2CCNCC2